COC1=CC=C(C=C1)[Zn] p-methoxyphenyl-zinc